(3-methyl-5-p-bromophenylamino-1H-pyrazol-1-yl)-5,6-dimethyl-4(3H)pyrimidinone CC1=NN(C(=C1)NC1=CC=C(C=C1)Br)C1=NC(=C(C(N1)=O)C)C